(S)-N-((S)-benzo[d]thiazol-2-yl-(3-chloro-4-fluoro-phenyl)methyl)-2-oxo-imidazolidine-4-carboxamide S1C(=NC2=C1C=CC=C2)[C@@H](NC(=O)[C@H]2NC(NC2)=O)C2=CC(=C(C=C2)F)Cl